C(#N)C=1C(=NC(=CN1)N1C[C@@H](CCC1)N1C(N(CC1)C)=O)NC1=CC=C(C=C1)N1CCC2(CCN(CC2)C(=O)OC(C)(C)C)CC1 tert-butyl 9-[4-({3-cyano-6-[(3R)-3-(3-methyl-2-oxoimidazolidin-1-yl)piperidin-1-yl]pyrazin-2-yl}amino)phenyl]-3,9-diazaspiro[5.5]undecane-3-carboxylate